CN1C=C(C2=CC(=CC=C12)C=1N=C2N(C(C1C)=O)C=C(C=C2C(C)NC2=C(C(=O)[O-])C=CC=C2)C)C 2-((1-(2-(1,3-dimethyl-1H-indol-5-yl)-3,7-dimethyl-4-oxo-4H-pyrido[1,2-a]pyrimidin-9-yl)ethyl)amino)benzoate